ClC=1C(=NC=C(C1)C(F)(F)F)N1C(SC2=C1C=CC(=C2)C(C(=O)O)CCCC)=O 2-(3-(3-chloro-5-(trifluoromethyl)pyridin-2-yl)-2-oxo-2,3-dihydrobenzothiazol-6-yl)hexanoic acid